4-(3-phenyloxetan-3-yl)benzoic acid C1(=CC=CC=C1)C1(COC1)C1=CC=C(C(=O)O)C=C1